[5,5-dioxido-9-(trifluoromethyl)-6H-dibenzo[c,e][1,2]thiazin-6-yl]acetic acid O=S1(N(C2=C(C3=C1C=CC=C3)C=C(C=C2)C(F)(F)F)CC(=O)O)=O